FC1=C(C(=C(C(=C1[B-](C1=C(C(=C(C(=C1F)F)F)F)F)(C1=C(C(=C(C(=C1F)F)F)F)F)C1=C(C(=C(C(=C1F)F)F)F)F)F)F)F)F.C(C)(C)(C)C1=CC=C(C=C1)[S+](C1=CC=CC=C1)C1=CC=CC=C1 4-t-butylphenyl-diphenylsulfonium tetrakis(pentafluorophenyl)borate